6-isopropyl-10-methoxy-9-(6-methylpyridin-3-yl)-2-oxo-6,7-dihydro-2H-pyrido[2,1-a]isoquinoline-3-carboxylic acid C(C)(C)C1N2C(C3=CC(=C(C=C3C1)C=1C=NC(=CC1)C)OC)=CC(C(=C2)C(=O)O)=O